(3-ethylisoxazol-5-yl)-[4-[5-(trifluoromethyl)-1,2,4-oxadiazol-3-yl]phenyl]methanone C(C)C1=NOC(=C1)C(=O)C1=CC=C(C=C1)C1=NOC(=N1)C(F)(F)F